ClC=1C=C(C=C(C1F)C)N1N=C2C([C@@H](NCC2)C)=C1N1C(N(C=C1)C=1C(=C2C=NN(C2=CC1)C([2H])([2H])[2H])F)=O (S)-1-(2-(3-chloro-4-fluoro-5-methylphenyl)-4-methyl-4,5,6,7-tetrahydro-2H-pyrazolo[4,3-c]pyridine-3-yl)-3-(4-fluoro-1-(methyl-d3)-1H-indazole-5-yl)-1,3-dihydro-2H-imidazol-2-one